N1(C2=C(OCCC1)N=C1C(=C2)C=CN1)C1=C(C(=O)NS(=O)(=O)C2=CC(=C(C=C2)NCC2(CCOCC2)F)[N+](=O)[O-])C=CC=C1 2-(3,4-dihydro-2H-pyrrolo[3',2':5,6]pyrido[2,3-b][1,4]oxazepin-1(7H)-yl)-N-((4-(((4-fluorotetrahydro-2H-pyran-4-yl)methyl)amino)-3-nitrophenyl)sulfonyl)benzamide